4,6-dichloro-3-methyl-pyrazolo[1,5-a]pyrazine ClC=1C=2N(C=C(N1)Cl)N=CC2C